bisaziridine-3,3-dicarboxylic acid dipotassium [K].[K].N1CC1(C(=O)O)C(=O)O.N1CC1(C(=O)O)C(=O)O